Cl.ClC1=C(C=C(C(=C1)S(N[C@@H](C)C1CCN(CC1)C)(=O)=O)F)NC(C1=C(C=CC=C1)C)=O (S)-N-(2-chloro-5-fluoro-4-(N-(1-(1-methyl-piperidin-4-yl)ethyl)sulfamoyl)phenyl)-2-methylbenzamide hydrochloride